β-chloro-(2,4,6-triiodo)phenetole ClCCOC1=C(C=C(C=C1I)I)I